2-[2,3-dichloro-6-(methoxymethoxy)phenyl]-4-(2-methoxy-2-oxoethyl)-4-methylpyrrolidine-1-carboxylate ClC1=C(C(=CC=C1Cl)OCOC)C1N(CC(C1)(C)CC(=O)OC)C(=O)[O-]